COC1=C(C(=O)N)C=CC(=C1)OC 2,4-dimethoxy-benzoic acid amide